ClC=1C(=NC=C(C(=O)O)C1)N1CCN(CC1)C1=NOC2=C1C(=CC=C2)OC 5-Chloro-6-(4-(4-(methoxy)benzo[d]isoxazol-3-yl)piperazin-1-yl)nicotinic acid